1-[(3-oxooctahydro-1H-isoindol-1-yl)methoxy]-7-(prop-2-yloxy)isoquinoline-6-carboxamide O=C1NC(C2CCCCC12)COC1=NC=CC2=CC(=C(C=C12)OC(C)C)C(=O)N